1-(4-Carbamoylpyrimidin-2-yl)piperidine-4-carboxylic acid HCl salt Cl.C(N)(=O)C1=NC(=NC=C1)N1CCC(CC1)C(=O)O